Tert-butyl-(1-((2-(((4-(3,5-diethoxystyrenyl) phenoxy) carbonyl) oxy) ethyl) amino)-1-oxo-3-phenylpropan-2-yl) carbamate C(N)(OC(C(=O)NCCOC(=O)OC1=CC=C(C=C1)C=CC1=CC(=CC(=C1)OCC)OCC)C(C1=CC=CC=C1)C(C)(C)C)=O